C(C(O)CO)C(C(=O)O)CCCC.C(CCCCCCC)(=O)OCC(O)CO Glyceryl Caprylate (Glyceryl caproate)